COC(C1=C(C=C(C=C1)C1=NC=CC(=N1)C=1SC=C(C1)Br)OC)=O 4-(4-(4-bromothiophene-2-yl)pyrimidine-2-yl)-2-methoxybenzoic acid methyl ester